1,2,4-tris(ethenyl)cyclohexane C(=C)C1C(CC(CC1)C=C)C=C